1-(3-ethyl-2,6-dioxo-1-propyl-8-(1-(3-(trifluoromethyl)benzyl)-1H-pyrazol-4-yl)-1,2,3,6-tetrahydro-7H-purin-7-yl)propyl bicyclo[2.2.2]octane-1-carboxylate C12(CCC(CC1)CC2)C(=O)OC(CC)N2C(=NC=1N(C(N(C(C21)=O)CCC)=O)CC)C=2C=NN(C2)CC2=CC(=CC=C2)C(F)(F)F